C(=O)(OC(C)(C)C)NC(C(=O)OC)C(C1=CC=CC=C1)=O methyl 2-(bocamino)-3-oxo-3-phenylpropionate